4-hydroxy-2-methylpentan-2-yl hydrogen ((S)-3-hydroxy-2-(5-(4-methoxy-3-propoxyphenyl) pyridin-3-yl) propyl) borate B(OC(C)(CC(C)O)C)(O)OC[C@H](CO)C=1C=NC=C(C1)C1=CC(=C(C=C1)OC)OCCC